CC1=CC=C(C=C1)C(CC#N)CC#N 3-(4-methyl-phenyl)-glutaronitrile